6-iodo-1-methyl-3,4-dihydroquinolin-2(1H)-one IC=1C=C2CCC(N(C2=CC1)C)=O